(S)-5-((2-(3-aminopiperidin-1-yl)-1H-benzo[d]imidazol-1-yl)methyl)picolinonitrile N[C@@H]1CN(CCC1)C1=NC2=C(N1CC=1C=CC(=NC1)C#N)C=CC=C2